(E)-6-phenylhex-2-en-5-yn-1-yl acetate C(C)(=O)OC\C=C\CC#CC1=CC=CC=C1